O=C(CCCCCOC(=O)C(CC(=O)[O-])C(CC(=O)[O-])C(=O)OCCCCCC(C)=O)C.[K+].[K+] potassium 3,4-bis(6-oxoheptyloxycarbonyl)-hexanediate